C(C(C)C)O.C(C(C)C)O.C(C(C)C)O.C(C(C)C)O.[Ti] titanium tetra-isobutanol